CC(C(CN1C=2C(NC(NC2N(CC1=O)C[C@@H]([C@@H]([C@@H](CO)O)O)O)=O)=O)=O)(C)C 5-(3,3-Dimethyl-2-oxobutyl)-8-[(2S,3S,4R)-2,3,4,5-tetrahydroxypentyl]-1,5,7,8-tetrahydropteridine-2,4,6(3H)-trione